C1(CC1)C=1SC(=C(N1)C1=CC=CC=C1)OC1=CC(=NC=C1)NC=1C=C(C(=O)N)C=CC1 3-((4-((2-cyclopropyl-4-phenylthiazol-5-yl)oxy)pyridin-2-yl)amino)benzamide